2-((4-(1-((1-(4-((2,6-dioxopiperidin-3-yl)oxy)phenyl)piperidin-4-yl)methyl)piperidin-4-yl)phenyl)amino)pyrimidin O=C1NC(CCC1OC1=CC=C(C=C1)N1CCC(CC1)CN1CCC(CC1)C1=CC=C(C=C1)NC1=NC=CC=N1)=O